CC(C)(C)NC[C@H](O)C1=CC=C(C=C1)O |r| (1RS)-2-[(1,1-dimethylethyl)amino]-1-(4-hydroxyphenyl)ethanol